2-(t-butyldimethylsilyl)oxyethyl triflate O(S(=O)(=O)C(F)(F)F)CCO[Si](C)(C)C(C)(C)C